2-chloroethyl (1R,3S)-3-({[(5R)-3-(3,5-difluorophenyl)-5-(trifluoromethyl)-4,5-dihydro-1,2-oxazol-5-yl]carbonyl}amino)cyclopentanecarboxylate FC=1C=C(C=C(C1)F)C1=NO[C@@](C1)(C(F)(F)F)C(=O)N[C@@H]1C[C@@H](CC1)C(=O)OCCCl